di(2-pyridyl)ethanone N1=C(C=CC=C1)CC(=O)C1=NC=CC=C1